[Si](C1=CC=CC=C1)(C1=CC=CC=C1)(C(C)(C)C)OC1CCN(CC1)C1=C(C=CC2=C1CC(C=1C(=NC=NC21)N)(C)C)OC 7-[4-[tert-butyl(diphenyl)silyl]oxy-1-piperidyl]-8-methoxy-5,5-dimethyl-6H-benzo[h]quinazolin-4-amine